C(C)C1C(N(CC12CCN(CC2)C(=O)OC(C)(C)C)C2=NC=CC(=C2)C(F)(F)F)=O tert-butyl 4-ethyl-3-oxo-2-[4-(trifluoromethyl)pyridin-2-yl]-2,8-diazaspiro[4.5]decane-8-carboxylate